((7-methoxy-2-methyl-1,2,3,4-tetrahydroisoquinolin-6-yl)amino)-5-((3-methoxyphenyl)amino)-1,2,4-triazine-6-carboxamide COC1=C(C=C2CCN(CC2=C1)C)NC=1N=NC(=C(N1)NC1=CC(=CC=C1)OC)C(=O)N